CN(CCN1C=C2C(C=3C=CC=CC13)=NC(=C2)C2=CC=C(C=C2)C(F)(F)F)C 5-(2-(dimethylamino)ethyl)-2-(4-(trifluoromethyl)phenyl)Azolo[4,5-c]Quinoline